C(C)OC(C1=C(C(=C(C=C1)S(=O)(=O)C)N(OC)C(=O)OC(C)(C)C)C)=O 3-[tert-butoxycarbonyl-(methoxy)amino]-2-methyl-4-methylsulfonyl-benzoic acid ethyl ester